ClC1=CC=C(C(=N1)S(=O)(=O)NC(C)=O)N[C@H](C)C=1C=C(C=C2C(C(=C(OC12)C=1C=NN(C1)C)C)=O)C N-[[6-chloro-3-[[(1R)-1-[3,6-dimethyl-2-(1-methylpyrazol-4-yl)-4-oxo-chromen-8-yl]ethyl]amino]-2-pyridyl]sulfonyl]acetamide